N-((R)-1-(4-(cyclopropanesulfonamido)pyridin-2-yl)-3-((S)-3-fluoropyrrolidin-1-yl)propyl)-5-(6-ethoxypyrazin-2-yl)thiazole-2-carboxamide C1(CC1)S(=O)(=O)NC1=CC(=NC=C1)[C@@H](CCN1C[C@H](CC1)F)NC(=O)C=1SC(=CN1)C1=NC(=CN=C1)OCC